1H-pyrrole-2-carboxylic acid [2-[5-(3-fluoro-benzyl)-1H-indazol-3-ylcarbamoyl]-5-(4-methyl-piperazin-1-yl)-phenyl]-amide FC=1C=C(CC=2C=C3C(=NNC3=CC2)NC(=O)C2=C(C=C(C=C2)N2CCN(CC2)C)NC(=O)C=2NC=CC2)C=CC1